(R)-4-(3-(8-Aminopyrimido[5,4-d]pyrimidin-2-yl)phenyl)-2-(thiazol-2-yl)but-3-yn-2-ol NC1=NC=NC2=C1N=C(N=C2)C=2C=C(C=CC2)C#C[C@@](C)(O)C=2SC=CN2